C(C)(C)(C)C1=CC=C(C=C1)N1C=CC2=CC=CC=C12 1-(4-(tert-butyl)phenyl)-1H-indole